FC=1C(=NC=2C(=C(N=NC2Cl)C=2SC=CC2)N1)F 2,3-difluoro-5-chloro-8-(2-thienyl)pyrazino[2,3-D]pyridazine